7-[5-(2,8-dimethylimidazo[1,2-b]pyridazin-6-yl)pyrazolo[4,3-b]pyridin-2-yl]-4-azaspiro[2.5]octane-4-carboxylic acid tert-butyl ester C(C)(C)(C)OC(=O)N1C2(CC2)CC(CC1)N1N=C2C(N=C(C=C2)C=2C=C(C=3N(N2)C=C(N3)C)C)=C1